(+-)-camphor-10-sulfonic acid C12(C(=O)CC(CC1)C2(C)C)CS(=O)(=O)O